S(=O)(=O)(OCCCF)OC(F)F (3-fluoropropyl) (difluoromethyl) sulfate